C(C)(=O)OCCN(CC(NCCNC1=CC=NC2=CC(=CC=C12)Cl)=O)CCCCNC(C(=O)OCC)C(=O)OCC ([4-(bis-ethoxycarbonylmethyl-amino)-butyl]-{[2-(7-chloro-quinolin-4-ylamino)-ethylcarbamoyl]-methyl}-amino)-ethyl acetate